4-(hydroxydimethylsilyl)oxysalicyl alcohol O[Si](OC=1C=C(C(CO)=CC1)O)(C)C